ClCC12C3C4(C5C3C1C5C42)C=4N(C=C(N4)C(F)(F)F)C(C)C 2-(3-(chloromethyl)cuban-1-yl)-1-isopropyl-4-(trifluoromethyl)-1H-imidazole